2-(2,6-dichlorobenzoylamino)-3-(5-(4-methoxy-1-methyl-2-oxo-1,2-dihydropyridin-3-yl)quinolin-8-yl)propionic acid ClC1=C(C(=O)NC(C(=O)O)CC=2C=CC(=C3C=CC=NC23)C=2C(N(C=CC2OC)C)=O)C(=CC=C1)Cl